N[C@@H](CCC(=O)O[2H])CC(=O)O L-β-homoglutamic acid-d